5,7-dichloro-8-fluoro-2-(methylthio)-3,4-dihydro-1,3,6-triaza-4-naphthalenone ClC1=C2C(NC(=NC2=C(C(=N1)Cl)F)SC)=O